C(C)(C)(C)OC(C(CCCC)CC)=O 2-ethylhexanoic acid tert-butyl ester